C(C)(C)(C)C(=O)N(CCCC(=O)O)C 4-(t-Butylcarbonyl-(methyl)amino)butanoic acid